S-(oxetan-3-yl) ethanethioate C(C)(SC1COC1)=O